N-((5-(5-(difluoromethyl)-1,3,4-oxadiazol-2-yl)pyridin-2-yl)methyl)-N-(2,5-difluorophenyl)-1-iminothiomorpholin-4-carboxamide 1-oxide FC(C1=NN=C(O1)C=1C=CC(=NC1)CN(C(=O)N1CCS(CC1)(=N)=O)C1=C(C=CC(=C1)F)F)F